(±)-tert-butyl N-[3-(isopropylcarbonylamino)-6-(4-methyl-2-oxo-oxazolidin-3-yl)-8-isoquinolyl]carbamate C(C)(C)C(=O)NC=1N=CC2=C(C=C(C=C2C1)N1C(OC[C@H]1C)=O)NC(OC(C)(C)C)=O |r|